8-[(4-bromophenyl)sulfanyl]-1,4-dioxaspiro[4.5]decane BrC1=CC=C(C=C1)SC1CCC2(OCCO2)CC1